OC1CC2N(CC1)C(NC2=O)=O 7-hydroxy-hexahydroimidazo[1,5-a]pyridine-1,3-dione